1-[methyl-[2-(1-piperidyl)ethyl]amino]propan-2-ol CN(CC(C)O)CCN1CCCCC1